C1(CC1)C1=C(C(=NO1)C1=C(C=CC=C1)C(F)(F)F)C1=CC2(CN(C2)C2=NC=C(C(=O)O)C=C2)C1 6-(6-(5-cyclopropyl-3-(2-(trifluoromethyl)phenyl)isoxazol-4-yl)-2-azaspiro[3.3]hept-5-en-2-yl)nicotinic acid